N-(1,2-dimethoxyprop-3-yl)-N,N-dimethyl-N-hydroxyethylammonium bromide [Br-].COCC(C[N+](CCO)(C)C)OC